N-[[4-cyano-7-[4-(trifluoromethoxy)phenyl]-2,3-dihydrobenzofuran-5-yl]methyl]prop-2-enamide C(#N)C1=C(C=C(C2=C1CCO2)C2=CC=C(C=C2)OC(F)(F)F)CNC(C=C)=O